(R)-5-(tert-butyl)-N-(2-(2-((5,6-dihydro-4H-pyrrolo[1,2-b]pyrazol-3-yl)amino)pyrimidin-4-yl)-6,7,8,9-tetrahydro-5H-benzo[7]annulen-5-yl)-1,2,4-oxadiazole-3-carboxamide C(C)(C)(C)C1=NC(=NO1)C(=O)N[C@@H]1CCCCC2=C1C=CC(=C2)C2=NC(=NC=C2)NC2=C1N(N=C2)CCC1